N-benzo[d]thiazol-2-yl-N''-(2-ethylaniline-carbonyl)-guanidine S1C(=NC2=C1C=CC=C2)NC(=NC(=O)NC2=C(C=CC=C2)CC)N